2-butyl-1-nonyl sulfate S(=O)(=O)(OCC(CCCCCCC)CCCC)[O-]